2-(2',4'-dimethyl-[1,1'-biphenyl]-2-yl)-1-ethyl-5-(1-methyl-1H-1,2,4-triazol-3-yl)-1H-benzo[d]imidazole CC1=C(C=CC(=C1)C)C1=C(C=CC=C1)C1=NC2=C(N1CC)C=CC(=C2)C2=NN(C=N2)C